1,10-dichloro-4,7-dithiadecane ClCCCSCCSCCCCl